N1C=NC(=C1)C1=CC=C(C=C1)NC(OC)=O methyl (4-(1H-imidazol-4-yl)phenyl)carbamate